B(OC1=CC(=CC(=C1)C(F)(F)F)C(F)(F)F)([O-])[O-] {3,5-di-(trifluoromethyl) phenyl} borate